6-((tert-Butyldiphenylsilyl)oxy)hexan-1-ol methyl-(S)-4-(2-(4,7-difluoro-3,3-dimethyl-2-oxo-5-(trifluoromethyl)indolin-1-yl)acetamido)-3-fluorobutanoate C[C@@H](C(=O)OCCCCCCO[Si](C1=CC=CC=C1)(C1=CC=CC=C1)C(C)(C)C)C(CNC(CN1C(C(C2=C(C(=CC(=C12)F)C(F)(F)F)F)(C)C)=O)=O)F